3-cyclopropyl-6-{[3-(2,3-dichloro-6-fluorophenyl)-1-(prop-2-enoyl)azetidin-3-yl]amino}-5-fluoroquinazolin-4-one C1(CC1)N1C=NC2=CC=C(C(=C2C1=O)F)NC1(CN(C1)C(C=C)=O)C1=C(C(=CC=C1F)Cl)Cl